oxybis(propane-2,1-diyl) bis(4-methylbenzenesulfonate) CC1=CC=C(C=C1)S(=O)(=O)OCC(C)OC(COS(=O)(=O)C1=CC=C(C=C1)C)C